FC1=CC=C(C=C1)N1N=CC(=N1)C(=O)NC[C@]1(NC(NC1=O)=O)C1=C(N=CS1)C |r| rac-2-(4-fluorophenyl)-N-{[4-(4-methyl-1,3-thiazol-5-yl)-2,5-dioxoimidazolidin-4-yl]methyl}-2H-1,2,3-triazole-4-carboxamide